ethyl (E)-4-oxo-2-pentenoate O=C(/C=C/C(=O)OCC)C